tert-butyl (5-(1-(5,5-difluoro-2-oxotetrahydropyrimidin-1(2H)-yl)-2-((S)-2-(fluoromethyl)morpholino)ethyl)thiazol-2-yl)carbamate FC1(CNC(N(C1)C(CN1C[C@H](OCC1)CF)C1=CN=C(S1)NC(OC(C)(C)C)=O)=O)F